S-(4-hydroxyphenyl)thioacetic acid OC1=CC=C(C=C1)S=C(C)O